C1(C=2C(C(N1C(C(=O)OO)CCCC)=O)=CC=CC2)=O e-phthalimidoperoxy-hexanoic acid